ClC1=CC(=NC2=CC=CC=C12)C 4-chloro-2-methylquinolin